2-(4-bromo-2-methoxy-6-methyl-phenyl)-4,4,5,5-tetramethyl-1,3,2-dioxaborolane BrC1=CC(=C(C(=C1)C)B1OC(C(O1)(C)C)(C)C)OC